C(N)(=O)C=1C=C(C=CC1OCC(C)C)C=1SC(=C(N1)C)C(=O)O 2-(3-carbamoyl-4-isobutoxyphenyl)-4-methylthiazole-5-carboxylic acid